N1=[13CH]C=CC=C1 pyridine-13C